(S)-2-cyanopyrrolidine-1-carboxylic acid tert-butyl ester C(C)(C)(C)OC(=O)N1[C@@H](CCC1)C#N